OC1=C(C(=CC(=C1S(=O)(=O)C1N(CCNC1)C(=O)[O-])CCCCC)O)C1C(CCC(=C1)C)C(=C)C (2,6-dihydroxy-5'-methyl-4-pentyl-2'-(prop-1-en-2-yl)-1',2',3',4'-tetrahydro-[1,1'-biphenyl]-3-ylsulfonyl)piperazine-1-carboxylate